2-((2r,5r)-2,5-dimethylpyrrolidin-1-yl)-N-((S,E)-4-(methylsulfonyl)but-3-en-2-yl)-4-phenoxypyrimidine-5-carboxamide C[C@H]1N([C@@H](CC1)C)C1=NC=C(C(=N1)OC1=CC=CC=C1)C(=O)N[C@@H](C)\C=C\S(=O)(=O)C